COCC=1C=NC=CC1 3-(methoxymethyl)pyridin